N1N=C(C=C1)NC(C1=NC=CC=C1)=O N-(1H-pyrazol-3-yl)picolinamide